5-(2-(3-ethoxy-4,5-dimethylphenylamino)-5-methylpyrimidin-4-ylamino)benzo[d]oxazol-2(3H)-one ditrifluoroacetate salt FC(C(=O)O)(F)F.FC(C(=O)O)(F)F.C(C)OC=1C=C(C=C(C1C)C)NC1=NC=C(C(=N1)NC=1C=CC2=C(NC(O2)=O)C1)C